NC=1C(=C(C=CC1)S(=O)(=O)O)N Amino-2-aminobenzenesulfonic acid